5-(4-((4-Methylthiazol-5-yl)methoxy)phenyl)-2-oxo-6-(trifluoromethyl)-1,2-dihydropyridine-3-carboxamide CC=1N=CSC1COC1=CC=C(C=C1)C=1C=C(C(NC1C(F)(F)F)=O)C(=O)N